3-[(2-methoxyethoxy)methyl]-1,2,4-thiadiazol-5-amine COCCOCC1=NSC(=N1)N